C(C)(C)(C)C1=CC2=C(NC(=N2)C2=C(C(=CC=C2)F)C=2C(=CC(=CC2)C(N[C@H](CCC)C2=CC=CC=C2)=O)C(=O)O)C=C1 2'-(5-tert-butyl-1H-1,3-benzodiazol-2-yl)-6'-fluoro-4-{[(1R)-1-phenylbutyl]carbamoyl}-[1,1'-biphenyl]-2-carboxylic acid